CCC1=C(C=CC=C1)OC=1C2=CC=CC=C2C(=C2C=CC=CC12)C 9-(alpha-methyltolyloxy)-10-methylanthracene